FC1=CC(=CC2=C1NC(CCC2)=O)[C@H](CN2C[C@@H]1[C@](C2)(C[C@H](C1)OC1=CC=CC=C1)O)O 9-fluoro-7-((R)-1-hydroxy-2-((3aS,5S,6aR)-3a-hydroxy-5-phenoxyhexahydrocyclopenta[c]pyrrol-2(1H)-yl)ethyl)-1,3,4,5-tetrahydro-2H-benzo[b]azepin-2-one